[Eu].[Sr].[Al] aluminum strontium europium